3-chloro-N-(2,4-difluoro-3-(7-fluoro-3-(1H-imidazol-2-yl)-1H-indazol-6-yl)phenyl)-1-methyl-1H-pyrazole-4-sulfonamide ClC1=NN(C=C1S(=O)(=O)NC1=C(C(=C(C=C1)F)C1=CC=C2C(=NNC2=C1F)C=1NC=CN1)F)C